3-benzyl-1-(trans-4-((5-cyano-4-((3-hydroxypropyl)(methyl)amino)-pyrimidin-2-yl)amino)cyclohexyl)-1-(5-(1-methyl-1H-pyrazol-4-yl)pyridin-2-yl)urea C(C1=CC=CC=C1)NC(N(C1=NC=C(C=C1)C=1C=NN(C1)C)[C@@H]1CC[C@H](CC1)NC1=NC=C(C(=N1)N(C)CCCO)C#N)=O